ClC1=C(C2=NC(=NC=3N([C@H]4CCOC[C@@H]4OC(=N1)C23)C)S(=O)C)F (7aR,11aS)-5-chloro-4-fluoro-12-methyl-2-(methylsulfinyl)-7a,8,10,11,11a,12-hexahydro-7,9-dioxa-1,3,6,12-tetraazapleiadene